(imino)(methyl)-lambda6-sulfane N=[SH3]C